sodium monothiophosphoric acid salt P([O-])([O-])([O-])=S.[Na+].[Na+].[Na+]